(R)-6-(4-(1-(5-aminopyridin-3-yl)ethyl)-8-chloro-5,6-dihydro-4H-[1,4]oxazepino[5,6,7-de]quinazolin-9-yl)-4-methyl-5-(trifluoromethyl)pyridin-2-amine NC=1C=C(C=NC1)[C@@H](C)N1CCOC=2C=3C1=NC=NC3C=C(C2Cl)C2=C(C(=CC(=N2)N)C)C(F)(F)F